C(C)OC1=C2C=C(C(OC2=CC(=C1)OCC)=O)C(=O)C1=CC=CC2=CC=CC=C12 5,7-diethoxy-3-(1-naphthoyl)-coumarin